OC=1C=C(CP(OC)(OC)=O)C=C(C1C(C)(CCO)C)C Dimethyl (3-hydroxy-4-(4-hydroxy-2-methylbutan-2-yl)-5-methylbenzyl)phosphonate